(Z)-1-(benzo[d]thiazol-6-yl)-3-(dimethylamino)prop-2-en-1-one S1C=NC2=C1C=C(C=C2)C(\C=C/N(C)C)=O